CC=1C=CC(=NC1)O 5-methylpyridin-2-ol